N-(2-(ethylsulfonyl)-3-(5-(2,2,3,3,3-pentafluoropropoxy)pyrazin-2-yl)pyrazolo[1,5-a]pyrimidin-5-yl)cyclopropanecarboxamide C(C)S(=O)(=O)C1=NN2C(N=C(C=C2)NC(=O)C2CC2)=C1C1=NC=C(N=C1)OCC(C(F)(F)F)(F)F